N-((dimethylamino)methylene)nicotinamide CN(C)C=NC(C1=CN=CC=C1)=O